1-[5-(3-fluoro-5-methylphenyl)-3-formyl-2-(morpholin-4-yl)pyridin-4-yl]Piperazine FC=1C=C(C=C(C1)C)C=1C(=C(C(=NC1)N1CCOCC1)C=O)N1CCNCC1